C(C=C)(=O)N[C@H]1C[C@H](CCC1)C(=O)NC1=CC=C(C=C1)NC(C1=NC(=CC=C1)Br)=O N-(4-((1S,3R)-3-acrylamidocyclohexane-1-carboxamido)phenyl)-6-bromopicolinamide